C(C)C1=CC=C(C=C1)C=1C=C2CCC3(C(C2=CC1)NC(O[C@@H]1CN2CCC1CC2)=O)CC3 (S)-quinuclidin-3-yl (6'-(4-ethylphenyl)-3',4'-dihydro-1'H-spiro[cyclopropane-1,2'-naphthalen]-1'-yl)carbamate